2-bromo-3-ethylsulfonyl-7-(trifluoromethyl)imidazo[1,2-a]pyridine BrC=1N=C2N(C=CC(=C2)C(F)(F)F)C1S(=O)(=O)CC